FC1(C[C@H](N(C1)C(=O)C=1N=C2N(N1)[C@@H](C[C@@H]2F)C2=CC=CC=C2)CF)F |r| [rac-(2S)-4,4-Difluoro-2-(fluoromethyl)pyrrolidin-1-yl]-[rac-(5S,7S)-7-fluoro-5-phenyl-6,7-dihydro-5H-pyrrolo[1,2-b][1,2,4]triazol-2-yl]methanon